3-(2-fluoro-4-methoxyphenyl)-N-(2-(4-isopropylpiperidin-1-yl)pyrimidin-4-yl)isoxazol-5-amine FC1=C(C=CC(=C1)OC)C1=NOC(=C1)NC1=NC(=NC=C1)N1CCC(CC1)C(C)C